4-((5-chloro-7-(2-((5-chloro-3-ethyl-2,6-dioxo-3,6-dihydropyrimidin-1(2H)-yl)methyl)thieno[3,2-b]pyridin-7-yl)-1H-indol-1-yl)methyl)piperidine-4-carbonitrile ClC=1C=C2C=CN(C2=C(C1)C1=C2C(=NC=C1)C=C(S2)CN2C(N(C=C(C2=O)Cl)CC)=O)CC2(CCNCC2)C#N